2-amino-1-(3-methoxy-2,6-dimethylphenyl)-4,5,6,7-tetrahydro-1H-pyrrolo[2',3':3,4]pyrazolo[1,5-a]pyridine-3-carboxamide NC1=C(C=2C(=NN3C2CCCC3)N1C1=C(C(=CC=C1C)OC)C)C(=O)N